(1,1'-biphenyl)-4-oleate C1(=CC=C(C=C1)CCCCCCCC\C=C/CCCCCCCC(=O)[O-])C1=CC=CC=C1